3-n-Butyl-1-ethyl-4-hydroxy-5-isopropyl-pyrazol C(CCC)C1=NN(C(=C1O)C(C)C)CC